2-Chloro-3-methoxy-5-nitropyridin-4-amine ClC1=NC=C(C(=C1OC)N)[N+](=O)[O-]